BrC1=CC(=C(C=C1)/N=N/C(C(=O)OCC)(C(C)C)C#N)OCC ethyl (E)-2-((4-bromo-2-ethoxyphenyl)diazenyl)-2-cyano-3-methylbutanoate